ClC1=CC=C(C=N1)NC1=NC=CC2=CC(=CC=C12)OC1CC(CCC1)(O)C 3-((1-((6-chloropyridin-3-yl)amino)isoquinolin-6-yl)oxy)-1-methylcyclohexan-1-ol